ClC=1C=C(NC=2C=3N(C=CN2)C(=CN3)C=3C(=NN(C3)CC#N)C(F)(F)F)C=CC1C(=O)N1CC(C1)O 2-[4-[8-[3-chloro-4-(3-hydroxyazetidine-1-carbonyl)anilino]imidazo[1,2-a]pyrazin-3-yl]-3-(trifluoromethyl)pyrazol-1-yl]acetonitrile